FC1=C(C=C(OC2=CC=CC(=N2)C=2C=CC3=C(OCC(N3)=O)C2)C=C1)O 7-(6-(4-fluoro-3-hydroxyphenoxy)pyridin-2-yl)-2H-benzo[b][1,4]oxazin-3(4H)-one